(S)-N-(6-(2-chloro-5-fluorophenyl)-3-(2,2-difluoroethyl)-8-oxo-3,6,7,8-tetrahydroimidazo[4,5-e]isoindol-5-yl)-3-fluoro-5-(trifluoromethyl)benzamide ClC1=C(C=C(C=C1)F)[C@H]1NC(C2=C3C(=CC(=C12)NC(C1=CC(=CC(=C1)C(F)(F)F)F)=O)N(C=N3)CC(F)F)=O